3-HYDROXY-5-NITROBENZALDEHYDE OC=1C=C(C=O)C=C(C1)[N+](=O)[O-]